CC=1N=C(SC1C)NC(=O)C=1C=C(C=CC1C)NCCOCCC(=O)OC(C)(C)C tert-butyl 3-(2-((3-((4,5-dimethylthiazol-2-yl)carbamoyl)-4-methylphenyl)amino)ethoxy)propanoate